N1=CC(=CC=C1)C1=NS(C2=C1C=CC=C2)(=O)=O 3-(pyridine-3-yl)-1,2-benzisothiazole-1,1-dioxide